COC1=CC=C(C=C1)CN(C1=NC=CC(=C1N)N)CC1=CC=C(C=C1)OC N2,N2-bis[(4-methoxyphenyl)methyl]pyridine-2,3,4-triamine